[Cl-].C(C)N=C=NCCC[NH+](C)C 3-((ethylimino)methyleneamino)-N,N-dimethylpropan-1-aminium chloride